dipotassium phosphate orthophosphate P(=O)([O-])([O-])O.P(=O)(O)(O)O.[K+].[K+]